(R)-N-(3-(N-(2-((tert-butyldimethylsilyl)oxy)acetyl)-S-methylsulfonimidoyl)phenyl)-2-(4,4-difluoroazepan-1-yl)-4-methyl-5-(1-methyl-1H-pyrazol-4-yl)nicotinamide [Si](C)(C)(C(C)(C)C)OCC(=O)N=[S@@](=O)(C)C=1C=C(C=CC1)NC(C1=C(N=CC(=C1C)C=1C=NN(C1)C)N1CCC(CCC1)(F)F)=O